C1OCC12CN(C2)C2=CC=C(C=C2)N2C(N(CC2)C2=NC(=CC=C2)C2=NN=CN2C(C)C)=O 1-(4-(2-oxa-6-azaspiro[3.3]heptan-6-yl)phenyl)-3-(6-(4-isopropyl-4H-1,2,4-triazol-3-yl)pyridin-2-yl)imidazolidin-2-one